C12(CC(C1)C2)N2C[C@H](N(S(C1=C2C=CC(=C1)O\C=C(\C(=O)OCC)/F)(=O)=O)C)CCCC ethyl (R,Z)-3-((5-(bicyclo[1.1.1]pentan-1-yl)-3-butyl-2-methyl-1,1-dioxido-2,3,4,5-tetrahydrobenzo[f][1,2,5]thiadiazepin-8-yl)oxy)-2-fluoroacrylate